methyl 6-chloro-3-{[(1R)-1-[3,6-dimethyl-4-oxo-2-(piperidin-4-yl)-3,4-dihydroquinazolin-8-yl]ethyl]amino}pyridine-2-carboxylate ClC1=CC=C(C(=N1)C(=O)OC)N[C@H](C)C=1C=C(C=C2C(N(C(=NC12)C1CCNCC1)C)=O)C